(2,6-difluorophenyl)-4-((5-morpholinopyridin-2-yl)amino)pyridazine-3-carboxylic acid FC1=C(C(=CC=C1)F)C=1C(=C(N=NC1)C(=O)O)NC1=NC=C(C=C1)N1CCOCC1